(E)-3-thiophenyl-2-iodoethyl acrylate C(C=C)(=O)OCC(I)C1=CSC=C1